C(C1=CC=CC=C1)(C1=CC=CC=C1)(C1=CC=CC=C1)NC1=CC=C(C[C@@H](N)C(=O)O)C=C1 4-(trityl)amino-D-phenylalanine